trans-3-hydroxy-L-proline, ammonium salt [NH4+].O[C@@H]1[C@H](NCC1)C(=O)[O-]